N-ethyl-5-fluoro-2-((4-(7-((8-hydroxy-1,4-dioxaspiro[4.5]decan-8-yl)methyl)-2,7-diazaspiro[3.5]nonan-2-yl)pyrimidin-5-yl)oxy)-N-isopropylbenzamide C(C)N(C(C1=C(C=CC(=C1)F)OC=1C(=NC=NC1)N1CC2(C1)CCN(CC2)CC2(CCC1(OCCO1)CC2)O)=O)C(C)C